NC=1N=C(C2=C(N1)C=CN(C2=O)CC2=CC=C(C=C2)CN2CCCC2)N[C@H](CCO)CCC (S)-2-amino-4-((1-hydroxyhexan-3-yl)amino)-6-(4-(pyrrolidin-1-ylmethyl)benzyl)pyrido[4,3-d]pyrimidin-5(6H)-one